propyl 2,2-dimethylpropanoate CC(C(=O)OCCC)(C)C